tris(2,2,6,6-tetramethyl 4-piperidyl) nitrilotriacetate N(CC(=O)OC1CC(NC(C1)(C)C)(C)C)(CC(=O)OC1CC(NC(C1)(C)C)(C)C)CC(=O)OC1CC(NC(C1)(C)C)(C)C